C(=C)C1=NC=C(N=C1)C=C 2,5-divinylpyrazine